O=C1NC(CCC1N1C(C2=CC=CC(=C2C1=O)NCC1CCC2(CN(C2)C(=O)OC(C)(C)C)CC1)=O)=O tert-butyl 7-[[[2-(2,6-dioxo-3-piperidyl)-1,3-dioxo-isoindolin-4-yl] amino]methyl]-2-azaspiro[3.5]nonane-2-carboxylate